(R)-1-chloro-3-(4-((3,5-dichloro-4-((R)-3-(ethylsulfonyl)-2-hydroxypropoxy)phenyl)sulfonyl)phenoxy)propan-2-ol ClC[C@@H](COC1=CC=C(C=C1)S(=O)(=O)C1=CC(=C(C(=C1)Cl)OC[C@H](CS(=O)(=O)CC)O)Cl)O